(2S,3S)-3-(methoxymethyl)-2-methylmorpholine hydrochloride Cl.COC[C@@H]1NCCO[C@H]1C